C(C)(C)(C)OC(=O)N(C(OC(C)(C)C)=O)CCCCN(C1=C2CN(C(C2=CC=C1)=O)C1C(NC(CC1)=O)=O)C1CCC(CC1)NC(=O)OC(C)(C)C tert-butyl (tert-butoxycarbonyl)(4-(((1S,4S)-4-((tert-butoxycarbonyl)amino)cyclohexyl)(2-(2,6-dioxopiperidin-3-yl)-1-oxoisoindolin-4-yl)amino)butyl)carbamate